(R)-4-(7-(isopropylsulfonyl)-2-(1H-pyrazol-3-yl)-6,7,8,9-tetrahydro-2H-1,2,3,7-tetraazabenzo[cd]azulen-4-yl)-3-methylmorpholine C(C)(C)S(=O)(=O)N1CC=2C3=C(N(N=C3CC1)C1=NNC=C1)N=C(C2)N2[C@@H](COCC2)C